CNC1=CC=C(C=C1)NC1=CC=CC=C1 N-methyl-N'-phenyl-p-phenylenediamine